N-(2-((7-chloro-4-(1H-imidazol-1-yl)quinolin-2-yl)(methyl)amino)ethyl)cyclopropanesulfonamide ClC1=CC=C2C(=CC(=NC2=C1)N(CCNS(=O)(=O)C1CC1)C)N1C=NC=C1